4,7,7-trimethyl-6-thiabicyclo[3.2.1]octane CC1CCC2C(SC1C2)(C)C